1-(5-((Methylamino)methyl)-3-nitro-1H-pyrazol-1-yl)propan-2-ol CNCC1=CC(=NN1CC(C)O)[N+](=O)[O-]